ClC1=CC(=NC=C1C1CCC(CC1)(F)F)C(=O)N=[N+]=[N-] 4-chloro-5-(4,4-difluorocyclohexyl)picolinoyl azide